C(CCCCCCC)(=O)OCCCCO butyleneglycol caprylat